methyl (2R)-3,3,3-trideuterio-2-(iodomethyl)propanoate [2H]C([C@H](C(=O)OC)CI)([2H])[2H]